ClC=1C=C(C=CC1)[C@@H]1[C@H](C1)C(=O)NC1=NC=CC(=C1)NCC1=NN2N=C(C=CC2=N1)C1CC1 (1s,2s)-2-(3-chlorophenyl)-N-(4-(((6-cyclopropyl-[1,2,4]triazolo[1,5-b]pyridazin-2-yl)methyl)amino)pyridin-2-yl)cyclopropane-1-carboxamide